N-allyl-4-trifluoromethylbenzamide C(C=C)NC(C1=CC=C(C=C1)C(F)(F)F)=O